4,4'-bis(3,4-dicyanophenoxy)biphenyl (S)-tert-Butyl-4'-((5-(1-(4-bromophenyl)ethylcarbamoyl)-2,3-dimethyl-1H-indol-1-yl)methyl)biphenyl-2-carboxylate C(C)(C)(C)OC(=O)C=1C(=CC=CC1)C1=CC=C(C=C1)CN1C(=C(C2=CC(=CC=C12)C(N[C@@H](C)C1=CC=C(C=C1)Br)=O)C)C.C(#N)C=1C=C(OC2=CC=C(C=C2)C2=CC=C(C=C2)OC2=CC(=C(C=C2)C#N)C#N)C=CC1C#N